tert-butyl N-[trans-4-[[3-[N'-(2-chloro-5-fluoro-phenyl)carbamimidoyl]-6-(6-methoxy-3-pyridyl)pyrrolo[1,2-b]pyridazin-4-yl]amino]cyclohexyl]carbamate ClC1=C(C=C(C=C1)F)N=C(N)C1=C(C=2N(N=C1)C=C(C2)C=2C=NC(=CC2)OC)N[C@@H]2CC[C@H](CC2)NC(OC(C)(C)C)=O